3-(4-chlorophenyl)isothiazole-5-carbaldehyde ClC1=CC=C(C=C1)C1=NSC(=C1)C=O